6-(4-methylpiperazine-1-yl)-1-benzothiophene-2-carboxylic acid CN1CCN(CC1)C1=CC2=C(C=C(S2)C(=O)O)C=C1